1-(2-(1H-benzimidazol-2-ylsulfanyl)ethyl)-3-methyl-1,3-dihydro-2H-benzimidazole-2-thione N1C(=NC2=C1C=CC=C2)SCCN2C(N(C1=C2C=CC=C1)C)=S